ClC1=CC(=C(C=C1)C1=NC(=CC=2N=C(N(C(C21)=O)C)C)N2C[C@H](CCC2)C=2C=NN(C2)C)F 5-(4-chloro-2-fluorophenyl)-2,3-dimethyl-7-((3R)-3-(1-methyl-1H-pyrazol-4-yl)-1-piperidinyl)pyrido[4,3-d]pyrimidin-4(3H)-one